bis(2,4,6-trimethylbenzoyl)-2-methoxyphenylphosphine oxide CC1=C(C(=O)P(C2=C(C=CC=C2)OC)(C(C2=C(C=C(C=C2C)C)C)=O)=O)C(=CC(=C1)C)C